N-{3-[(3-aminopropyl)(methyl)amino]propyl}-2-(4-methoxyphenyl)-6-[4-(piperazin-1-yl)phenyl]pyridin-4-amine NCCCN(CCCNC1=CC(=NC(=C1)C1=CC=C(C=C1)N1CCNCC1)C1=CC=C(C=C1)OC)C